naphtho[2,3-b:7,6-b']bis-benzofuran C1=CC=CC2=C1C1=C(O2)C=C2C=C3OC4=C(C3=CC2=C1)C=CC=C4